C(C=C)N1C(C2=CC=C(C=C2C1(C)C)NC1=NC=C(C(=N1)N[C@H](CO)C1=CC=CC=C1)C=1OC(=NN1)C1=NC=CC=C1)=O (S)-2-allyl-5-((4-((2-hydroxy-1-phenylethyl)amino)-5-(5-(pyridin-2-yl)-1,3,4-oxadiazol-2-yl)pyrimidin-2-yl)amino)-3,3-dimethylisoindolin-1-one